tert-butoxycarbonyl-4-[(2,4-difluorophenyl)methyl]piperidine-4-carboxylic acid C(C)(C)(C)OC(=O)N1CCC(CC1)(C(=O)O)CC1=C(C=C(C=C1)F)F